FC(C1=CC2=C(N=C([Se]2)N)C=C1)(F)F 6-(Trifluoromethyl)benzo[d][1,3]selenazol-2-amine